CON(C([C@H](C)NC(OC(C)(C)C)=O)=O)C tert-butyl (S)-(1-(methoxy(methyl)amino)-1-oxopropan-2-yl)carbamate